3-cyclopropyl-1-phenyl-1H-pyrazole-5-carboxylic acid C1(CC1)C1=NN(C(=C1)C(=O)O)C1=CC=CC=C1